FC1=C(C=C(C=C1)C)C1=C(NC=2C1=NC=CC2)C2=C(C=NC=C2)O[C@H]2CN(CC2)C(C=C)=O |r| 1-[(3RS)-3-({4-[3-(2-fluoro-5-methylphenyl)-1H-pyrrolo[3,2-b]pyridin-2-yl]pyridin-3-yl}oxy)pyrrolidin-1-yl]prop-2-en-1-one